1,5-di(2-cyanoethoxy)pentane C(#N)CCOCCCCCOCCC#N